3-chloro-5-(2-chloro-5-methoxyphenyl)-4-(2,4-difluorophenyl)-1-methyl-2(1H)-pyridinone ClC=1C(N(C=C(C1C1=C(C=C(C=C1)F)F)C1=C(C=CC(=C1)OC)Cl)C)=O